2-chloro-N-(1'-cyclohexyl-1'h-[1,4'-biimidazole]-4-yl)pyrrolo[2,1-f][1,2,4]triazin-4-amine ClC1=NN2C(C(=N1)NC=1N=CN(C1)C=1N=CN(C1)C1CCCCC1)=CC=C2